C1(CC1)C1=NN(C2=C1C=NC=C2)[C@@H]2C[C@H](C2)CNC=2C=C1C(N(C(C1=CC2)=O)C2C(NC(CC2)=O)=O)=O 5-(((trans-3-(3-cyclopropyl-1H-pyrazolo[4,3-c]pyridin-1-yl)cyclobutyl)methyl)amino)-2-(2,6-dioxopiperidin-3-yl)isoindoline-1,3-dione